dimethyl 1-[4-(methyl) phenyl]-3-(difluoromethyl)-1H-pyrazole-4,5-dicarboxylate CC1=CC=C(C=C1)N1N=C(C(=C1C(=O)OC)C(=O)OC)C(F)F